4-(4-((1R,3R,5S)-3-amino-8-azabicyclo[3.2.1]octan-8-yl)-8-fluoro-2-(((S)-1-methylpyrrolidin-2-yl)methoxy)pyrido[4,3-d]pyrimidin-7-yl)naphthalen-2-ol NC1C[C@H]2CC[C@@H](C1)N2C=2C1=C(N=C(N2)OC[C@H]2N(CCC2)C)C(=C(N=C1)C1=CC(=CC2=CC=CC=C12)O)F